OC1CN(C1)C(=O)N1CC(C1)O (3-hydroxyazetidin-1-yl)ketone